COC(C(C(C[N+](=O)[O-])C)C)=O.ClC1=C(C=CC=C1)CC(=O)NC1=CC(=C(C=C1)N1N=CC(=C1C)C#N)S(N)(=O)=O 2-(2-chlorophenyl)-N-[4-(4-cyano-5-methyl-1H-pyrazol-1-yl)-3-sulfamoylphenyl]acetamide methyl-2,3-dimethyl-4-nitrobutyrate